COC=1C=C2C=3CCCC(C3NC2=CC1)NC(C)=O N-(6-methoxy-2,3,4,9-tetrahydro-1H-carbazol-1-yl)acetamide